C1(CC1)C1=CNC2=C1C(=NC=C2)C2=CC(=C(C=C2)N2C(CCC2)=O)C 1-(4-(3-cyclopropyl-1H-pyrrolo[3,2-c]pyridin-4-yl)-2-methylphenyl)pyrrolidin-2-one